(S)- and (R)-1-Cyclobutyl-3-(tetrahydrofuran-3-yl)-1H-pyrazole C1(CCC1)N1N=C(C=C1)[C@H]1COCC1 |r|